6-(trifluoromethyl)-1,2,3,4-tetrahydronaphthalen-1-ol FC(C=1C=C2CCCC(C2=CC1)O)(F)F